The molecule is an amino oligosaccharide that is an undecasaccharide derivative in which two tetrasaccharide branches, each formed from alpha-D-galactosyl-(1->3)-beta-D-galactosyl-(1->4)-N-acetyl-beta-D-glucosaminyl-(1->2)-alpha-D-mannose, are linked (1->3) and (1->6) to the mannose residue of a trisaccharide chain consisting of mannose and two N-acetylglucosamine residues all linked beta(1->4) with an unspecified configuration of the anomeric carbon of the N-acetylglucosamine residue at the reducing end. It is an amino oligosaccharide and a glucosamine oligosaccharide. CC(=O)N[C@@H]1[C@H]([C@@H]([C@H](O[C@H]1O[C@@H]2[C@H](OC([C@@H]([C@H]2O)NC(=O)C)O)CO)CO)O[C@H]3[C@H]([C@H]([C@@H]([C@H](O3)CO[C@@H]4[C@H]([C@H]([C@@H]([C@H](O4)CO)O)O)O[C@H]5[C@@H]([C@H]([C@@H]([C@H](O5)CO)O[C@H]6[C@@H]([C@H]([C@H]([C@H](O6)CO)O)O[C@@H]7[C@@H]([C@H]([C@H]([C@H](O7)CO)O)O)O)O)O)NC(=O)C)O)O[C@@H]8[C@H]([C@H]([C@@H]([C@H](O8)CO)O)O)O[C@H]9[C@@H]([C@H]([C@@H]([C@H](O9)CO)O[C@H]1[C@@H]([C@H]([C@H]([C@H](O1)CO)O)O[C@@H]1[C@@H]([C@H]([C@H]([C@H](O1)CO)O)O)O)O)O)NC(=O)C)O)O